NC=1C=2N(C=C(N1)C)C(=NC2C2=C(C(=C(C=C2)NC([C@@H](O)C2=CC(=CC=C2)Cl)=O)F)F)C([2H])([2H])[2H] (s)-N-[4-[8-amino-6-methyl-3-(trideuteriomethyl)imidazo[1,5-a]pyrazin-1-yl]-2,3-difluoro-phenyl]-2-(3-chlorophenyl)-2-hydroxy-acetamide